FC1=CC(=CC2=CC=3C[C@](CCC3N=C12)(C(C)C)F)C(=O)OCC ethyl (7R)-4,7-difluoro-7-(propan-2-yl)-5,6,7,8-tetrahydroacridine-2-carboxylate